N[C@@H](CCC(=O)O)C(=O)C(CCC(C(=O)O)N)C(=O)O 5-glutamyl-2-aminoadipic acid